N-(1-ethoxyvinyl)benzamide C(C)OC(=C)NC(C1=CC=CC=C1)=O